CC1(C2C3C4C=CC(C3C(C1)C2)C4)C#N 9-methyl-9-cyanotetracyclo[6.2.1.13,6.02,7]Dodec-4-ene